ClC1=C(C=C(OCC(=O)NC23CC(C2)(C3)NS(=O)(=O)C3=NC=C(C=C3)Cl)C=C1)F 2-(4-chloro-3-fluorophenoxy)-N-{3-[(5-chloropyridine-2-sulfonyl)amino]bicyclo[1.1.1]pent-1-yl}acetamide